C(=O)([O-])C(O)C(O)C(=O)[O-].[Na+].[Na+] sodium tartrate salt